2-[(2,4-difluorobenzoyl)amino]-4-[[3-fluoro-2-methoxy-propyl]-[4-(5,6,7,8-tetrahydro-1,8-naphthyridin-2-yl)butyl]amino]butanoic acid FC1=C(C(=O)NC(C(=O)O)CCN(CCCCC2=NC=3NCCCC3C=C2)CC(CF)OC)C=CC(=C1)F